Tert-butyl{(2S)-4-[5-(6-bromopyridin-2-yl)-1,3,4-oxadiazol-2-yl]butan-2-yl}carbamate C(C)(C)(C)OC(N[C@@H](C)CCC=1OC(=NN1)C1=NC(=CC=C1)Br)=O